2-methacryloyloxyethyl-choline C(C(=C)C)(=O)OCCOCC[N+](C)(C)C